(2R)-2-amino-3-(4,6-dichloropyridin-3-yl)propan-1-ol N[C@@H](CO)CC=1C=NC(=CC1Cl)Cl